FC(C=1C=C(C(=O)NC(C)C2=NC(=NN2C2=CC=C(C=N2)C#N)Br)C=C(C1)C(F)(F)F)(F)F 3,5-bis(trifluoromethyl)-N-{1-[3-bromo-1-(3-cyano-pyridin-6-yl)-1H-1,2,4-triazol-5-yl]ethyl}-benzamide